C[C@H]1CN(C[C@H](N1)C)C1=NC(N2C3=C(C(=C(C=C13)C(F)(F)F)C1=CC=C(C=C1)F)SCC(C2)C=2SC=CC2)=O 8-((3s,5r)-3,5-dimethylpiperazin-1-yl)-11-(4-fluorophenyl)-3-(thiophen-2-yl)-10-(trifluoromethyl)-3,4-dihydro-2h,6h-[1,4]thiazepino[2,3,4-ij]quinazolin-6-one